C(C1CO1)OC1=CC=C(C=C1)C(C)(C)C1=CC=C(C=C1)OCC1CO1 2,2-bis[p-(2,3-epoxypropoxy)phenyl]-propane